[4-(anilino)phenyl]maleimide tert-butyl-(R)-3-((S)-1-((S)-4-benzyl-2-oxooxazolidin-3-yl)-3-(5-bromobenzofuran-2-yl)-1-oxopropane-2-yl)pyrrolidine-1-carboxylate C(C)(C)(C)OC(=O)N1C[C@H](CC1)[C@@H](C(=O)N1C(OC[C@@H]1CC1=CC=CC=C1)=O)CC=1OC2=C(C1)C=C(C=C2)Br.N(C2=CC=CC=C2)C2=CC=C(C=C2)C=2C(=O)NC(C2)=O